C(C1=CC=CC=C1)N1C(C=CC2=C1N=C(N=C2)N[C@@H](C)C2=NC1=C(N2)C=CC(=C1)Cl)=O 8-benzyl-2-{[(1S)-1-(5-chloro-1H-benzimidazol-2-yl)ethyl]amino}pyrido[2,3-d]pyrimidin-7(8H)-one